5,10,15,20-tetra(pentafluorophenyl)porphyrin iron chloride [Fe](Cl)Cl.FC1=C(C(=C(C(=C1C=1C2=CC=C(N2)C(=C2C=CC(C(=C3C=CC(=C(C=4C=CC1N4)C4=C(C(=C(C(=C4F)F)F)F)F)N3)C3=C(C(=C(C(=C3F)F)F)F)F)=N2)C2=C(C(=C(C(=C2F)F)F)F)F)F)F)F)F